BrC1=CC=C(C=C1)C1(N=N1)C(F)(F)F 3-(4-Bromophenyl)-3-(trifluoromethyl)-3H-diazirine